(R)-METHYL 3-(N-ALLYL-N-METHYLSULFAMOYL)-2-((S)-6'-CHLORO-5-(HEX-5-EN-1-YL)-3',4,4',5-TETRAHYDRO-2H,2'H-SPIRO[BENZO[B][1,4]OXAZEPINE-3,1'-NAPHTHALEN]-7-YL)-2-HYDROXYPROPANOATE C(C=C)N(S(=O)(=O)C[C@@](C(=O)OC)(O)C1=CC2=C(OC[C@]3(CCCC4=CC(=CC=C34)Cl)CN2CCCCC=C)C=C1)C